CNC(CN(CC=1NC(C2=C(N1)C(=CS2)C)=O)C)=O N-methyl-2-(methyl((7-methyl-4-oxo-3,4-dihydrothieno[3,2-d]pyrimidin-2-yl)methyl)amino)acetamide